ClC=1C(N(C(=CC1OCC1=NC=C(C=C1Cl)F)C)C1=CC(=NC=C1C)N1N=C(C=C1)C(C)(C)O)=O rel-3-chloro-4-[(3-chloro-5-fluoropyridin-2-yl)methoxy]-2'-[3-(2-hydroxypropan-2-yl)pyrazol-1-yl]-5',6-dimethyl-[1,4'-bipyridin]-2-one